C(C=C)(=O)N1CCN(CC1)C1=C(N=C2N1CCN(C2)C(=O)OC(C)(C)C)C#N tert-butyl 3-(4-acryloylpiperazin-1-yl)-2-cyano-5,6-dihydroimidazo[1,2-a]pyrazine-7(8H)-carboxylate